N-Hydroxy-4-nitrobenzimidamide ONC(C1=CC=C(C=C1)[N+](=O)[O-])=N